3,4,6,7,8,9-Hexahydropyrido[3,4-b]indolizin-1(2H)-one C1(NCCC2=C1C=C1CCCCN21)=O